2-(2-chloro-6-cyclopropylphenyl)pyrrolidine ClC1=C(C(=CC=C1)C1CC1)C1NCCC1